COC(C1=CC=C(C=C1)OS(=O)(=O)C(F)(F)F)=O 4-(trifluoromethylsulfonyloxy)benzoic acid methyl ester